(rac)-(2S,3S)-3-amino-2-(3-bromo-2-fluorobenzyl)piperidine-1-carboxylic acid tert-butyl ester C(C)(C)(C)OC(=O)N1[C@H]([C@H](CCC1)N)CC1=C(C(=CC=C1)Br)F |r|